C\C(=C/CC=1C(=C(C(=O)O)C(=CC1O)CCCCC)O)\CCC=C(C)C 3-[(2E)-3,7-dimethyloct-2,6-dien-1-yl]-2,4-dihydroxy-6-[(1E)-pent-1-yl]benzoic acid